ClOC=1C(C(=O)[O-])=CC=CC1.IC[NH3+] iodomethyl-ammonium chlorosalicylate